COC1=NC=C(C=N1)N 2-methoxy-pyrimidin-5-amine